2-(2-(5-Isopropylcyclohex-1-en-1-yl)ethyl)-1,3-dioxacyclopentane-13C C(C)(C)C1CCC=C(C1)CC[13CH]1OCCO1